dipropoxyanthracene C(CC)OC=1C2=CC=CC=C2C(=C2C=CC=CC12)OCCC